C(C)(C)(C)OC(=O)N1CCOC2=C1C=C(C=C2)C(O)C#N 6-[cyano(hydroxy)methyl]-3,4-dihydro-2H-1,4-benzoxazine-4-carboxylic acid tert-butyl ester